2-(5-(tert-Butyl)-2-ethoxyphenyl)-7-azaspiro[3.5]nonane C(C)(C)(C)C=1C=CC(=C(C1)C1CC2(C1)CCNCC2)OCC